5-Ethyl-1,3-Dioxan-5-Methanol C(C)C1(COCOC1)CO